O=C1N(CC2=C1N(C=1N(C2=O)N=C(C1)NC(C)C)CC(=O)NC1=NC=C(C=C1)F)C(C)C 2-[5,8-dioxo-6-(prop-2-yl)-2-(prop-2-ylamino)-5,6,7,8-tetrahydro-4H-pyrazolo[1,5-a]pyrrolo[3,4-d]pyrimidin-4-yl]-N-(5-fluoropyridin-2-yl)acetamide